COC([C@@H](NP(=S)(C1=CC=CC=C1)OC1=CC=CC=C1)C(C)C)=O (phenoxy(phenyl)thiophosphoryl)-L-valine methyl ester